(R)-5-ethyl-3-fluoro-5-(3-hydroxyphenyl)-8,8-dimethyl-5,8,9,10-tetrahydrobenzo[b][1,8]naphthyridin-6(7H)-one C(C)[C@@]1(C2=C(NC=3N=CC(=CC13)F)CC(CC2=O)(C)C)C2=CC(=CC=C2)O